CN(C=1C(=C(C(=C2C=NNC12)C=1C=CC=2N(C1)C=C(N2)NC(=O)[C@H]2[C@H](C2)F)C(F)(F)F)F)C (1S,2S)-N-(6-(7-(dimethylamino)-6-fluoro-5-(trifluoromethyl)-1H-indazol-4-yl)imidazo[1,2-a]pyridin-2-yl)-2-fluorocyclopropane-1-carboxamide